3-chloro-N-(2,4-dimethoxybenzyl)-2,6-difluoro-N-(6-fluoropyridin-2-yl)-4-(3-methoxy-3-((4-methoxypiperidin-1-yl)methyl)pyrrolidin-1-yl)benzenesulfonamide ClC=1C(=C(C(=CC1N1CC(CC1)(CN1CCC(CC1)OC)OC)F)S(=O)(=O)N(C1=NC(=CC=C1)F)CC1=C(C=C(C=C1)OC)OC)F